(Benzylamino)-6-(3-acetamidophenyl)pyrazine C(C1=CC=CC=C1)NC1=NC(=CN=C1)C1=CC(=CC=C1)NC(C)=O